[N+](=O)([O-])C1=C(C=CC=C1)N1N=C(C=C1)N (2-nitrophenyl)-1H-pyrazol-3-amine